C(C1=CC=CC=C1)OC1=NC(=CC=C1C1=NN(C2=CC(=CC=C12)N1CC2(C1)CCC(CC2)CN2CCN(CC2)C(=O)OCC2=CC=CC=C2)C)OCC2=CC=CC=C2 benzyl 4-((2-(3-(2,6-bis(benzyloxy)pyridin-3-yl)-1-methyl-1H-indazol-6-yl)-2-azaspiro[3.5]nonan-7-yl)methyl)piperazine-1-carboxylate